1,2,4,6-tetra-O-acetyl-3,5-di-O-methyl-D-mannitol C(C)(=O)OC[C@@H](OC(C)=O)[C@@H](OC)[C@H](OC(C)=O)[C@H](OC)COC(C)=O